OC1=CC=C(C=C1)C(C=CC1=CC(=CC=C1)C)=O 1-(4-Hydroxyphenyl)-3-(3-methylphenyl)prop-2-en-1-one